N1(CCC1)C/C=C/C(=O)N[C@H]1CN(CCC1)CC1=CC(=NC=C1)C(=O)NC1=CC=C(C=C1)C1=CC2=C(N=CN=C2N2CCOCC2)N1 (R,E)-4-((3-(4-(azetidin-1-yl)but-2-enamido)piperidin-1-yl)methyl)-N-(4-(4-morpholino-7H-pyrrolo[2,3-d]pyrimidin-6-yl)phenyl)picolinamide